3-(cyanomethoxy)-13-(cyanomethyl)-2,9,10-trimethoxy-5,6-dihydroisoquinolino[3,2-a]isoquinolin-7-ium C(#N)COC1=CC=2CC[N+]3=C(C2C=C1OC)C(=C1C=CC(=C(C1=C3)OC)OC)CC#N